((S)-1-((difluoromethyl)sulfonyl)piperidin-3-yl)-2-(2-(6-((cis)-2,6-dimethylmorpholino)pyridin-2-yl)-1,6-naphthyridin-7-yl)acetamide FC(S(=O)(=O)N1C[C@@H](CCC1)C(C(=O)N)C1=NC=C2C=CC(=NC2=C1)C1=NC(=CC=C1)N1C[C@@H](O[C@@H](C1)C)C)F